4-(6-methylimidazo[1,2-a]pyridin-3-yl)-7-[(5-piperazin-1-yl-2-pyridyl)amino]isoindolin-1-one CC=1C=CC=2N(C1)C(=CN2)C2=C1CNC(C1=C(C=C2)NC2=NC=C(C=C2)N2CCNCC2)=O